C(C)OC(CC1CCC(CC1)C(F)(F)F)=O [4-(trifluoromethyl)cyclohexyl]acetic acid ethyl ester